(γ-acryloxypropyl)tris(trimethylsiloxy)silane C(C=C)(=O)OCCC[Si](O[Si](C)(C)C)(O[Si](C)(C)C)O[Si](C)(C)C